C(C(CO)(O)CC(=O)O)(=O)O iTAtartaric acid